(7R,11S)-7,15,17-trihydroxy-11-methyl-12-oxabicyclo[12.4.0]octadeca-1(18),14,16-trien-13-one O[C@@H]1CCCCCC2=CC(=CC(=C2C(O[C@H](CCC1)C)=O)O)O